methyl ((1R,4R)-4-(4-(isopropylamino)-6-(1H-pyrazol-4-yl)quinoline-3-carboxamido)cyclohexyl)carbamate C(C)(C)NC1=C(C=NC2=CC=C(C=C12)C=1C=NNC1)C(=O)NC1CCC(CC1)NC(OC)=O